NC1=C(C=C(C=C1)OC)SCC(C(=O)O)CC 2-(((2-Amino-5-methoxyphenyl)thio)methyl)butanoic acid